N[C@@H]1C[C@H](CCC1)NC=1N=CC2=C(N1)N(C(C(=C2)C2=CC(=C(C=C2)NS(=O)(=O)CCC(F)(F)F)F)=O)C(C)C N-(4-(2-(((1S,3S)-3-aminocyclohexyl)-amino)-8-isopropyl-7-oxo-7,8-dihydropyrido-[2,3-d]pyrimidin-6-yl)-2-fluorophenyl)-3,3,3-trifluoropropane-1-sulfonamide